FC=1C=C2C=CC=C(C2=CC1)CCN1CCC1 1-(2-(6-fluoronaphthalen-1-yl)ethyl)azetidine